C(C)(C)(C)OC(=O)N[C@H](/C=C/C1(CC1)C(=O)OC)CC(C)C Methyl (S,E)-1-(3-((tert-butoxycarbonyl)amino)-5-methylhex-1-en-1-yl)cyclopropane-1-carboxylate